ClC1=CN=C2C(=N1)N(C=C2C2=CC(=CC=C2)OC(F)F)C2=CC=C(C=C2)F 3-chloro-7-(3-(difluoromethoxy)phenyl)-5-(4-fluorophenyl)-5H-pyrrolo[2,3-b]pyrazine